ClC1=C2CCN(C(C2=CC(=C1C(=O)N[C@H](C(=O)O)CNC(N[C@@H]1C=CC2=CC=CC=C12)=O)Cl)=O)CC1=CC(=CC=C1)Cl (2S)-2-[[5,7-dichloro-2-[(3-chlorophenyl)methyl]-1-oxo-3,4-dihydroisoquinoline-6-carbonyl]amino]-3-[[(1R)-inden-1-yl]carbamoylamino]propanoic acid